C12(CC(C1)C2)CNCC=2NC1=CC(=CC=C1C2)CNC(=O)C=2N=C1N(C(C2)=O)C=CC=C1 N-[[2-[(1-bicyclo[1.1.1]pentanylmethyl-amino)methyl]-1H-indol-6-yl]methyl]-4-oxo-pyrido[1,2-a]pyrimidine-2-carboxamide